Cl.CN1N=CC=C1 methyl-1H-pyrazol hydrochloride